potassium tert-butyl alcoholate C(C)(C)(C)[O-].[K+]